C([C@@H](O)CC(=O)O)(=O)O.COC=1C=C2C(=CC=NC2=CC1OC)OC1=CC=C(C=C1)NC(=O)C1(CC1)C(=O)NC1=CC=C(C=C1)F N-(4-(6,7-dimethoxyquinolin-4-yl-oxy)phenyl)-N'-(4-fluorophenyl)cyclopropane-1,1-dicarboxamide (S)-malate